N-(5-((6-((R)-3-(4-chlorophenyl)isoxazolidine-2-yl)pyrimidine-4-yl)amino)-4-methoxy-2-(4-(4-(oxetane-3-yl)piperazine-1-yl)piperidine-1-yl)phenyl)acrylamide ClC1=CC=C(C=C1)[C@@H]1N(OCC1)C1=CC(=NC=N1)NC=1C(=CC(=C(C1)NC(C=C)=O)N1CCC(CC1)N1CCN(CC1)C1COC1)OC